F[As-](F)(F)(F)(F)F.C1(=CC=CC=C1)[I+]C1=CC=CC=C1 Diphenyliodonium hexafluoro-arsenat